1,4-dihydro-9,10-anthraquinone C1C=CCC=2C(C3=CC=CC=C3C(C12)=O)=O